(3S,6R)-1-(2-(2-chloro-4-fluorophenyl)acetyl)-6-methylpiperidine ClC1=C(C=CC(=C1)F)CC(=O)N1CCCC[C@H]1C